tert-Butyl 4-[2-bromo-5-(2-trimethylsilylethoxymethyl)pyrrolo[2,3-b]pyrazin-7-yl]-3,6-dihydro-2H-pyridine-1-carboxylate BrC=1N=C2C(=NC1)N(C=C2C=2CCN(CC2)C(=O)OC(C)(C)C)COCC[Si](C)(C)C